FC=1C=C(C=CC1F)C1(CCNCC1)NS(=O)(=O)C1=CC=C(C=C1)OC(F)(F)F N-(4-(3,4-difluorophenyl)piperidin-4-yl)-4-(trifluoromethoxy)benzene-sulfonamide